isoamyllaurate C(CC(C)C)OC(CCCCCCCCCCC)=O